C1(=CC=CC=C1)CCOOP(O)(O)=O phenyl-ethoxyphosphoric acid